[Cl-].[Cl-].CC1C(=CC2=CC=CC=C12)[Zr+2] (1-methyl-indenyl)zirconium dichloride